C(CO)(=O)O.CC1=NC=C(C=C1)C1N(C)CCC1 methylnicotine glycolate